2-ethoxy-5-(pentafluorosulfanyl)benzonitrile C(C)OC1=C(C#N)C=C(C=C1)S(F)(F)(F)(F)F